4-(((tert-Butoxycarbonyl)(methyl)amino)methyl)-5-(tetrahydro-2H-pyran-4-yl)thiazole C(C)(C)(C)OC(=O)N(C)CC=1N=CSC1C1CCOCC1